FC(OC1=NC(=CC=C1NC(=O)C1(CN(C1)C1=NC=C(C=N1)C(=O)O)C1=C(C=CC=C1)C(C)C)C)F 2-(3-((2-(difluoromethoxy)-6-methylpyridin-3-yl)carbamoyl)-3-(2-isopropylphenyl)azetidin-1-yl)pyrimidine-5-carboxylic acid